zinc 2,6-diphenylphenol C1(=CC=CC=C1)C1=C(C(=CC=C1)C1=CC=CC=C1)O.[Zn]